FC=1C(=C(C(=O)N)C=C(C1F)CC1=C(C(=CC=C1)NS(=O)(=O)C(C)C)F)NC1=C(C=C(C=C1)I)F 3,4-Difluoro-2-(2-fluoro-4-iodoanilino)-5-[[2-fluoro-3-(propan-2-ylsulfonylamino)phenyl]methyl]benzamide